C(C)OC(\C=C\C(NC1=CC(=NC=C1)C)=O)=O (E)-3-(2-Methyl-pyridin-4-ylcarbamoyl)-acrylic acid ethyl ester